N1N=C(C=C1)[C@@H](C)NC(=O)C1=CN(C(C=C1)=O)C1=C(C=CC=C1)F (R)-N-(1-(1H-pyrazol-3-yl)ethyl)-1-(2-fluorophenyl)-6-oxo-1,6-Dihydropyridine-3-carboxamide